NC(CF)C1(CCN(CC1)C=1C(=NC(=C(N1)C)C1=C(C(=CC=C1)Cl)Cl)CO)C (3-(4-(1-amino-2-fluoroethyl)-4-methylpiperidin-1-yl)-6-(2,3-dichlorophenyl)-5-methylpyrazin-2-yl)methanol